FC1=C(C(=O)N[C@H](C(=O)O)CC2=CC=C(C3=CC=CC=C23)C=2C(N(C(N(C2C)C)=O)C)=O)C(=CC(=C1)N1[C@H](COCC1)C(F)(F)F)F (S)-2-(2,6-difluoro-4-((R)-3-(trifluoromethyl)morpholino)benzoylamino)-3-(4-(1,3,6-trimethyl-2,4-dioxo-1,2,3,4-tetrahydropyrimidin-5-yl)naphthalen-1-yl)propanoic acid